C(C)(C)(C)OC(\C=C\C1=C(C(=CC=C1C(C)=O)Cl)F)=O (E)-3-(6-acetyl-3-chloro-2-fluorophenyl)acrylic acid tert-butyl ester